N-((4-(1-(3-amino-3-oxopropyl)-1H-pyrazol-3-yl)-6-(4-fluorophenyl)pyridin-3-yl)methyl)acrylamide NC(CCN1N=C(C=C1)C1=C(C=NC(=C1)C1=CC=C(C=C1)F)CNC(C=C)=O)=O